NC1=CC=C(C(=N1)C1=C(C=C2C(=NC(=NC2=C1)OC[C@@H]1[C@H]2C[C@H]2CN1C)N1CCN(CC1)C(C=C)=O)Cl)C(F)(F)F 1-(4-(7-(6-amino-3-(trifluoromethyl)pyridin-2-yl)-6-chloro-2-(((1S,2S,5R)-3-methyl-3-azabicyclo[3.1.0]hexan-2-yl)methoxy)quinazolin-4-yl)piperazin-1-yl)prop-2-en-1-one